(cyclobutylmethoxy)-N-[3-(hydroxymethyl)-2-oxopyrrolidin-3-yl]-2-methyl-2H-indazole-3-carboxamide C1(CCC1)COC=1C2=C(N(N=C2C=CC1)C)C(=O)NC1(C(NCC1)=O)CO